trans-2-(6-(3-(trifluoromethyl)phenyl)pyridin-3-yl)cyclopropylamine FC(C=1C=C(C=CC1)C1=CC=C(C=N1)[C@H]1[C@@H](C1)N)(F)F